B(O)(O)C(C(=O)O)(CCCC)CC=1C=NC=CC1 borono-2-(pyridin-3-ylmethyl)hexanoic acid